1,2,4,5-tetramethyl-3-nitrosobenzene CC1=C(C(=C(C(=C1)C)C)N=O)C